2,2'-Methylenbis(6-nonyl-4-methylphenol) C(C1=C(C(=CC(=C1)C)CCCCCCCCC)O)C1=C(C(=CC(=C1)C)CCCCCCCCC)O